tert-butyl (2R,3S,4S)-4-[(tert-butoxycarbonyl)oxy]-3-[({2-[2-(2,5-dioxoimidazolidin-1-yl) ethoxy]ethyl}carbamoyl)oxy]-2-[(4-methoxyphenyl) methyl]pyrrolidine-1-carboxylate C(C)(C)(C)OC(=O)O[C@@H]1[C@H]([C@H](N(C1)C(=O)OC(C)(C)C)CC1=CC=C(C=C1)OC)OC(NCCOCCN1C(NCC1=O)=O)=O